1-(1-(1-acryloylazetidin-3-yl)-2-methylpropyl)-7-chloro-4-(2-isopropyl-4-methylpyridin-3-yl)-6-(5-methyl-1h-indazol-4-yl)-1,4-dihydropyrido[2,3-b]pyrazine-2,3-dione C(C=C)(=O)N1CC(C1)C(C(C)C)N1C2=C(N(C(C1=O)=O)C=1C(=NC=CC1C)C(C)C)N=C(C(=C2)Cl)C2=C1C=NNC1=CC=C2C